[Ru+2].CC1=C(C(=CC(=C1)C)C)N1C(N(CC1)C1=C(C=C(C=C1C)C)C)=C1C(C(C(CC1)(P(C1CCCCC1)C1CCCCC1)Cl)=C=CC(C)(C)C)Cl [1,3-bis-(2,4,6-trimethylphenyl)-2-imidazolidinylidene]dichloro(tert-butylvinylidene)(tricyclohexylphosphine) ruthenium (II)